C(C1=CC=CC=C1)OC1=C(N(C=CC1=O)C[C@@H](O)C1=C(C=CC=C1)F)C (S)-3-(benzyloxy)-1-(2-(2-fluorophenyl)-2-hydroxyethyl)-2-methylpyridin-4(1H)-one